C(CCC=CC)[Si](OCC)(OCC)C 4-hexenylmethyldiethoxysilane